(S)-6-(4-(3-(difluoromethyl)-4-fluorophenoxy)-3,3-difluoropyrrolidin-1-yl)-2',4'-dimethoxy-2-methyl-4,5'-bipyrimidin FC(C=1C=C(O[C@@H]2C(CN(C2)C2=CC(=NC(=N2)C)C=2C(=NC(=NC2)OC)OC)(F)F)C=CC1F)F